tert-butyl ((S)-1-((2S,4R)-2-((4-ethynyl-2-(2-hydroxyethoxy)benzyl)carbamoyl)-4-hydroxypyrrolidin-1-yl)-3,3-dimethyl-1-oxobutan-2-yl)carbamate C(#C)C1=CC(=C(CNC(=O)[C@H]2N(C[C@@H](C2)O)C([C@H](C(C)(C)C)NC(OC(C)(C)C)=O)=O)C=C1)OCCO